(2,4-dimethylcyclohexyl)methanol CC1C(CCC(C1)C)CO